CN1C[C@@H](CCC1)NC1=NN=C(C2=CC=CC=C12)C1=C(C=C(C=C1)S(=O)(=O)C)O (R)-2-(4-((1-methylpiperidin-3-yl)amino)phthalazin-1-yl)-5-(methylsulfonyl)phenol